Tert-butyl 4-(4-(4,4,5,5-tetramethyl-1,3,2-dioxaborolan-2-yl)phenyl)piperazine-1-carboxylate CC1(OB(OC1(C)C)C1=CC=C(C=C1)N1CCN(CC1)C(=O)OC(C)(C)C)C